C(C=C)[Si](OCCC)(OCCC)OCCC 2-propenyl-tri(n-propoxy)silane